N-[(1S)-1-[(1-{[(2R)-3-(benzyloxy)-1-{1-methanesulfonyl-1,2-dihydrospiro[indole-3,4'-piperidin]-1'-yl}-1-oxopropane-2-yl]carbamoyl}-1-methylethyl)carbamoyl]-3-carbamoylpropyl]carbamate C(C1=CC=CC=C1)OC[C@H](C(=O)N1CCC2(CC1)CN(C1=CC=CC=C12)S(=O)(=O)C)NC(=O)C(C)(C)NC(=O)[C@H](CCC(N)=O)NC([O-])=O